ClC1=C(N=C(NC1=O)C1=CC=NC=C1)C1CCN(CC1)C(C1=C(C=CC=C1)Cl)=O 5-chloro-4-[1-(2-chlorobenzoyl)-4-piperidinyl]-2-(4-pyridinyl)-1H-pyrimidin-6-one